FC(C=1C=CC(=NC1)C=O)(F)F 5-(Trifluoromethyl)pyridine-carbaldehyde